ClC=1C=CC(=NC1)C1=NOC(=N1)NC=1C=CC(=NC1)C(N)=NO 5-((3-(5-chloropyridin-2-yl)-1,2,4-oxadiazol-5-yl)amino)-N'-hydroxypicolinimidamide